5-iodonaphtho[2,1-b]benzofuran IC1=CC=2OC3=C(C2C=2C=CC=CC12)C=CC=C3